BrC1=CNC2=C(C=C(C=C12)Cl)C#N 3-bromo-5-chloro-1H-indole-7-carbonitrile